(cyclopentadienyl)(2,7-di-tert-butylfluorenyl)-zirconium dichloride [Cl-].[Cl-].C1(C=CC=C1)[Zr+2]C1=C(C=CC=2C3=CC=C(C=C3CC12)C(C)(C)C)C(C)(C)C